5-bromo-benzo[2,1-b]benzothiophene BrS1C2=C(C3=C1C=CC=C3)C=CC=C2